IC1=C(C(=O)NC2=C(C=C(C=C2)[N+](=O)[O-])OC)C=CC=C1 2-iodo-N-(2-methoxy-4-nitrophenyl)benzamide